C1NCC=2C(=CC=CC12)C#N 2,3-dihydro-1H-isoindole-4-carbonitrile